CC1(C2CC(CC12)=O)C 6,6-dimethylbicyclo[3.1.0]hexan-3-one